ClC1=CN(CS1)C1=NNC(=C1)C 5-chloro-N-(5-methyl-1H-pyrazol-3-yl)thiazol